FC=1C=C(C=C(C1)F)CC=1C=C2C(=NNC2=CC1)NC(C1=CC=C(C=C1)CCO)=O N-[5-[(3,5-difluorophenyl)methyl]-1H-indazol-3-yl]-4-(2-hydroxyethyl)benzamide